(4Z)-9-oxabicyclo[6.1.0]non-4-ene C12CC\C=C/CCC2O1